COC1=CC=C(CNC2=NC=C(C=C2)N)C=C1 N2-(4-methoxybenzyl)pyridine-2,5-diamine